CC1=CC=C(C=C1)[S@@](=O)N (R)-p-toluenesulfinamide